ethyl (R)-2-(pyrrolidin-3-yl)acetate hydrochloride Cl.N1C[C@H](CC1)CC(=O)OCC